3-(2-carboxyethyldithio)propionic acid C(=O)(O)CCSSCCC(=O)O